6-((5-bromo-2,3-dihydro-1H-inden-2-yl)amino)nicotinohydrazide Ethyl-3-((3-chloro-2-((methyl-d3)amino)pyridin-4-yl)thio)propanoate C(C)OC(CCSC1=C(C(=NC=C1)NC([2H])([2H])[2H])Cl)=O.BrC=1C=C2CC(CC2=CC1)NC1=NC=C(C(=O)NN)C=C1